FC1=C2C3(C(N(C2=CC=C1)C)=O)CCC(C(C3)(C)C)=O 4'-fluoro-1',5,5-trimethyl-2',4-dioxospiro[cyclohexane-1,3'-indolin]